2-Fluoro-5-(4,4,5,5-tetramethyl-1,3,2-dioxaborolan-2-yl)benzonitrile FC1=C(C#N)C=C(C=C1)B1OC(C(O1)(C)C)(C)C